(Z)-3-(5-((7-(2-(4-(1-(4-hydroxyphenyl)-2-phenylbut-1-en-1-yl)phenoxy)ethyl)-7-azaspiro[3.5]nonan-2-yl)oxy)-1-oxoisoindolin-2-yl)piperidine-2,6-dione OC1=CC=C(C=C1)/C(=C(\CC)/C1=CC=CC=C1)/C1=CC=C(OCCN2CCC3(CC(C3)OC=3C=C4CN(C(C4=CC3)=O)C3C(NC(CC3)=O)=O)CC2)C=C1